tri(1-naphthyl)arsine C1(=CC=CC2=CC=CC=C12)[As](C1=CC=CC2=CC=CC=C12)C1=CC=CC2=CC=CC=C12